N(=NC=1C(NC(NC1)=O)=O)C=1C(NC(NC1)=O)=O (azo)uracil